N-(5-hydroxypyridin-2-yl)-4-(3,5,6-trifluoropyridin-2-yl)piperazine-1-carboxamide OC=1C=CC(=NC1)NC(=O)N1CCN(CC1)C1=NC(=C(C=C1F)F)F